BrC1=NN(C(=C1)C(=O)OC)CC methyl 3-bromo-1-ethyl-1H-pyrazole-5-carboxylate